ClC1=NC(=C2C(=N1)N(N=C2)[C@H]2[C@@H]([C@@H]([C@H](O2)COCP(O)(O)=O)O)O)NC2CCC2 [(2R,3S,4R,5R)-5-[6-chloro-4-(cyclobutyl-amino)pyrazolo[3,4-d]-pyrimidin-1-yl]-3,4-dihydroxy-tetrahydro-furan-2-yl]methoxy-methylphosphonic acid